FC(CCCOC1=C(C(=O)N)C=CC=N1)(F)F (4,4,4-trifluorobutoxy)nicotinamide